BrC1=C(C=C2C(=NC(=NC2=C1F)Cl)N([C@H]1[C@H](N(CC1)C(=O)OC(C)(C)C)C)CC)I tert-butyl (2R,3R)-3-((7-bromo-2-chloro-8-fluoro-6-iodoquinazolin-4-yl)(ethyl) amino)-2-methylpyrrolidine-1-carboxylate